C(C)(C)OCCOCCOC Diethylene glycol methyl i-propyl ether